tert-butyl N-[(S)-[(3R)-7-(1-methylpyrazol-4-yl)-2-oxo-3,4-dihydro-1H-pyrido[2,3-b]pyrazin-3-yl]-phenyl-methyl]carbamate CN1N=CC(=C1)C1=CC2=C(N[C@@H](C(N2)=O)[C@@H](NC(OC(C)(C)C)=O)C2=CC=CC=C2)N=C1